2-(4-Bromo-5-methyl-pyrazol-1-yl)-7-azaspiro[3.5]nonane-7-carboxylic acid tert-butyl ester C(C)(C)(C)OC(=O)N1CCC2(CC(C2)N2N=CC(=C2C)Br)CC1